5-methoxypyrrolidin-2-one COC1CCC(N1)=O